(7-(6-(2-hydroxyethyl)-4-methylpyridin-3-yl)-2,6-naphthyridin-3-yl)cyclopropanecarboxamide OCCC1=CC(=C(C=N1)C1=NC=C2C=C(N=CC2=C1)C1(CC1)C(=O)N)C